4-chloro-3-(4-(2-(3-ethylisoxazole-4-carboxamido)-2-(4-(trifluoromethyl)cyclohexyl)acetamido)phenyl)-2-methylpyridine 1-oxide ClC1=C(C(=[N+](C=C1)[O-])C)C1=CC=C(C=C1)NC(C(C1CCC(CC1)C(F)(F)F)NC(=O)C=1C(=NOC1)CC)=O